ethyl 1-methyl-4-[3-({1-methyl-4-[1-(2,2,2-trifluoroethyl) imidazole-2-amido]pyrrol-2-yl}formamido)propanamido]imidazole-2-carboxylate CN1C(=NC(=C1)NC(CCNC(=O)C=1N(C=C(C1)NC(=O)C=1N(C=CN1)CC(F)(F)F)C)=O)C(=O)OCC